Tert-butyl 2-[3-methyl-4-[[4-(4-oxocyclohexyl)-5-(trifluoromethyl)pyrimidin-2-yl]amino] phenyl]sulfanyl-7-azaspiro[3.5]nonane-7-carboxylate CC=1C=C(C=CC1NC1=NC=C(C(=N1)C1CCC(CC1)=O)C(F)(F)F)SC1CC2(C1)CCN(CC2)C(=O)OC(C)(C)C